7-[(tert-butyl)oxycarbonyl]-2-oxo-7-azaspiro[3.4]octane-6-carboxylic acid ethyl ester C(C)OC(=O)C1CC2(CC(C2)=O)CN1C(=O)OC(C)(C)C